CC=1C=C2CC(C(C2=C(C1)C)=O)(C(=O)OCC)C(=O)OCC Diethyl 5,7-dimethyl-1-oxo-1,3-dihydro-2H-indene-2,2-dicarboxylate